ClC=1C=CC2=C3C(=C4C=CC=CC4=CC13)C(OC2=O)=O 6-chloro-2-oxa-benzo[de]anthracene-1,3-dione